[O-2].[O-2].[Zr+4].[Ag+] silver-zirconium dioxide